1-(benzo[d]oxazol-6-yl)-3-(3-methoxyphenyl)urea O1C=NC2=C1C=C(C=C2)NC(=O)NC2=CC(=CC=C2)OC